4-amino-3,5,6-trichloropicolinate NC1=C(C(=NC(=C1Cl)Cl)C(=O)[O-])Cl